C(C)(C)(C)OP(=O)(OC(C)(C)C)OC[C@@H]1[C@@H](C1)C(=O)O (1R,2S)-2-(((di-tert-butoxyphosphoryl)oxy)methyl)cyclopropane-1-carboxylic acid